NC=1C2=C(N=C(N1)Cl)N(C=C2C=2SC=C(N2)CC2=CC=CC=C2)[C@H]2[C@@H]([C@@H]([C@H](C2)C2CCN(CC2)CC=2SC=CC2)O)O (1R,2S,3R,5R)-3-[4-amino-5-(4-benzyl-1,3-thiazol-2-yl)-2-chloropyrrolo[2,3-d]pyrimidin-7-yl]-5-[1-(thiophen-2-ylmethyl)piperidin-4-yl]cyclopentane-1,2-diol